di-(propyl)-ammonium tetrakis-(pentafluorophenyl)-borate FC1=C(C(=C(C(=C1[B-](C1=C(C(=C(C(=C1F)F)F)F)F)(C1=C(C(=C(C(=C1F)F)F)F)F)C1=C(C(=C(C(=C1F)F)F)F)F)F)F)F)F.C(CC)[NH2+]CCC